C[N+]1(CCCCC1)CCCS(=O)(=O)[O-].C(=O)(C=C)NCCN acryl ethylenediamine 3-(1-methylpiperidinio)-1-propanesulfonate